CC1CNCCC1(C1=CC=CC=C1)C 3,4-dimethyl-4-phenylpiperidine